(4-(oxetan-3-yl)piperazin-1-yl)-9-(trifluoromethyl)-7H-pyrimido[5',4':3,4]cyclopenta[1,2-c]quinolin-7-one O1CC(C1)N1CCN(CC1)C1=C2C3=C(C=NC2=CC=C1)C(C1=C3C=NC(=N1)C(F)(F)F)=O